bis-(hydroxybenzoyl)piperazine OC1=C(C(=O)N2CCN(CC2)C(C2=C(C=CC=C2)O)=O)C=CC=C1